BrC=1N=C2N(N1)[C@@H](C[C@@H]2F)C2=C(C=CC=C2)F |r| rac-(5S,7S)-2-bromo-7-fluoro-5-(2-fluorophenyl)-6,7-dihydro-5H-pyrrolo[1,2-b][1,2,4]triazole